1-(2,4-difluorophenyl)benzene-1,2-diamine FC1=C(C=CC(=C1)F)C1(C(C=CC=C1)N)N